ClC1=CC(=NC(=N1)SC)N1CCC(CC1)NC(C)=O N-{1-[6-chloro-2-(methylsulfanyl)pyrimidin-4-yl]piperidin-4-yl}acetamide